FC1(CCN(CC1)C(=O)C=1C=C2N=C(C=NC2=CC1)C=1C=CC=2N(C1)N=C(N2)C)F (4,4-difluoro-1-piperidinyl)(3-(2-methyl[1,2,4]triazolo[1,5-a]pyridin-6-yl)-6-quinoxalinyl)methanone